FC=1C(=C(C=CC1F)C1COC(C1C)(C(F)(F)F)C)OC 3-(3,4-Difluoro-2-methoxyphenyl)-4,5-dimethyl-5-(trifluoromethyl)tetrahydrofuran